FC1=C(C=C(C=C1C(F)(F)F)N1N=C(C=2C1=CN=C(C2)N2CCN(CC2)S(=O)(=O)C)F)O 2-Fluoro-5-(3-fluoro-5-(4-(methylsulfonyl)piperazin-1-yl)-1H-pyrazolo[3,4-c]pyridin-1-yl)-3-(trifluoromethyl)phenol